CN(C1(CCC2(CN(C(N2CCC)=O)C=2C=NC(=NC2)C#N)CC1)C1=CC=CC=C1)C 5-(8-dimethylamino-2-oxo-8-phenyl-1-propyl-1,3-diazaspiro[4.5]decan-3-yl)-pyrimidine-2-carbonitrile